Ethyl (Z)-6-acetoxy-2-(1-(tributylstannyl)ethylidene)hexanoate C(C)(=O)OCCCC/C(/C(=O)OCC)=C(\C)/[Sn](CCCC)(CCCC)CCCC